O1CCC(CC1)C1=NC=2C(=NC=CC2C2CCNCC2)N1 4-[2-(oxan-4-yl)-3H-imidazo[4,5-b]pyridin-7-yl]piperidine